S(N)(OC[C@H]1OC(O[C@@H]1C1=C(C=CC=C1)I)(C)C)(=O)=O ((4R,5R)-5-(2-iodophenyl)-2,2-dimethyl-1,3-dioxolan-4-yl)methyl sulfamate